N-(1-methyl-1H-pyrazol-4-yl)-N-[(3S)-piperidin-3-yl]sulfamide hydrochloride Cl.CN1N=CC(=C1)N(S(=O)(=O)N)[C@@H]1CNCCC1